5-(((1s,2s)-2-fluorocyclopropyl)methoxy)-1,3,4-thiadiazol-2-amine F[C@@H]1[C@@H](C1)COC1=NN=C(S1)N